F[C@@H]1C[C@H](N(C1)C(=O)OC(C)(C)C)C(NC=1C=NN(C1)C(C)C)=O tert-butyl (2S,4R)-4-fluoro-2-{[1-(propan-2-yl)-1H-pyrazol-4-yl]carbamoyl}pyrrolidine-1-carboxylate